C(C1=CC=CC=C1)OC1=CC=C(C2=CC=CC=C12)C=1N=C(SC1)[C@H]1N(CCC1)C([C@H](C1CCCCC1)NC([C@H](C)N(C(OC(C)(C)C)=O)C)=O)=O tert-butyl ((S)-1-(((S)-2-((S)-2-(4-(4-(benzyloxy)naphthalen-1-yl)thiazol-2-yl)pyrrolidin-1-yl)-1-cyclohexyl-2-oxoethyl)amino)-1-oxopropan-2-yl)(methyl)carbamate